N1C(=CC=C1)NC(=O)O 2-PYRROLECARBAMIC ACID